2-((8S,9S,10R,11S,13S,14S,17R)-11,17-dihydroxy-10,13-dimethyl-3-oxo-6,7,8,9,10,11,12,13,14,15,16,17-dodecahydro-3H-cyclopenta[a]phenanthren-17-yl)-2-oxoethyl-5-aminopentanoate O[C@H]1C[C@@]2([C@@](CC[C@H]2[C@@H]2CCC3=CC(C=C[C@@]3([C@@H]12)C)=O)(O)C(COC(CCCCN)=O)=O)C